C1(CCC1)C1=CC(=C(C(=O)N2CCC(CC2)C2=C(C#N)C=CC=C2)C=C1C1=NN=C(N1)OCC)C (1-(4-cyclobutyl-5-(5-ethoxy-4H-1,2,4-triazol-3-yl)-2-methylbenzoyl)piperidin-4-yl)Benzonitrile